2-(1-Naphthyl)-Acetamide C1(=CC=CC2=CC=CC=C12)CC(=O)N